tert-butyl 4-(2-oxo-6-(trifluoromethyl)-1,2-dihydropyridine-3-carboxamido)-3,4-dihydroisoquinoline-2(1H)-carboxylate O=C1NC(=CC=C1C(=O)NC1CN(CC2=CC=CC=C12)C(=O)OC(C)(C)C)C(F)(F)F